fluoro-arginine FN[C@@H](CCCNC(N)=N)C(=O)O